C(CCCCCCC)N=CCC1=CC=CC(=N1)C(C)=O 6-(Octylimino)ethyl-2-acetylpyridin